5-chloro-1-(4-chlorophenyl)-4-nitro-1H-pyrazole ClC1=C(C=NN1C1=CC=C(C=C1)Cl)[N+](=O)[O-]